ClC=1C=C(C=NC1N1N=CC=N1)NC(=O)C=1C=NN(C1C(F)(F)F)C1=C2C=C[N+](=CC2=CC=C1)[O-] 5-(4-((5-Chloro-6-(2H-1,2,3-triazol-2-yl)pyridin-3-yl)carbamoyl)-5-(trifluoromethyl)-1H-pyrazol-1-yl)isochinolin-2-oxid